5-(2,5-dimethyl-4-nitrophenoxy)-1,3-dimethyl-1H-pyrazole CC1=C(OC2=CC(=NN2C)C)C=C(C(=C1)[N+](=O)[O-])C